C1(CC1)CC1=C(C(=NN1C=1SC=C(N1)C(=O)O)C1=CC=C(C=C1)C(F)F)CC1=CC(=C(C=C1)S(N)(=O)=O)F 2-(5-(cyclopropylmethyl)-3-(4-(difluoromethyl)phenyl)-4-(3-fluoro-4-sulfamoylbenzyl)-1H-pyrazol-1-yl)thiazole-4-carboxylic acid